FC1=C(C=CC(=C1)C(F)(F)F)NC(=O)C1C(C(CCC1)C1=C(C=C(C=C1)C(F)(F)F)OC)C(=O)O 2-((2-fluoro-4-(trifluoromethyl)phenyl)carbamoyl)-6-(2-methoxy-4-(trifluoromethyl)phenyl)cyclohexane-1-carboxylic acid